FC=1C=CC(=NC1)C1=NN(C=C1)C[C@@H]1OCCCN1C(=O)C1=C(C=CC(=C1)C)N1N=CC=N1 (2S)-(2-{[3-(5-fluoropyridin-2-yl)-1H-pyrazol-1-yl]methyl}-1,3-oxazinan-3-yl)[5-methyl-2-(2H-1,2,3-triazol-2-yl)phenyl]methanone